(5-phenylpyridin-2-yl)acetamide C1(=CC=CC=C1)C=1C=CC(=NC1)CC(=O)N